4-(5-(6-((6-methoxypyridin-3-yl)methyl)-3,6-diazabicyclo[3.1.1]heptan-3-yl)pyrazine-2-yl)pyrazolo[1,5-a]pyridin-6-yl isopropylcarbamate C(C)(C)NC(OC=1C=C(C=2N(C1)N=CC2)C2=NC=C(N=C2)N2CC1N(C(C2)C1)CC=1C=NC(=CC1)OC)=O